CC1=NOC(=C1C=1N=C(NC1)C1N(CCCC1)C(C(C)SC)=O)C 1-(2-(4-(3,5-dimethylisoxazol-4-yl)-1H-imidazol-2-yl)piperidin-1-yl)-2-(methylthio)propan-1-one